methyl 4-bromo-5-chloro-pyridine-2-carboxylate BrC1=CC(=NC=C1Cl)C(=O)OC